Orthobutyrat C(CCC)([O-])([O-])[O-]